4-chloro-3-((3-oxo-1-oxa-8-azaspiro[4.5]dec-8-yl)sulfonyl)benzonitrile ClC1=C(C=C(C#N)C=C1)S(=O)(=O)N1CCC2(CC(CO2)=O)CC1